CC1=CC=C(OC2=CC=C(C(=O)O)C=C2)C=C1 4-(4-methylphenoxy)benzoic acid